C(C1=CC=CC=C1)(=O)C1=CC(=CC=2N1C=CN2)C(=O)N(CC)CC 5-benzoyl-N,N-diethylimidazo[1,2-a]pyridine-7-carboxamide